1,4-Benzenedicarboxylic acid, bis(2-hydroxyethyl) ester C1(=CC=C(C=C1)C(=O)OCCO)C(=O)OCCO